N1=CN=C(C2=C1NCC2)NC2=CC(=C1C(=[N+]2[O-])C2(NC1=O)CCCCC2)C 2'-((6,7-dihydro-5H-pyrrolo[2,3-d]pyrimidin-4-yl)amino)-4'-methyl-5'-oxo-5',6'-dihydrospiro[cyclohexane-1,7'-pyrrolo[3,4-b]pyridine] 1'-oxide